C1(CC1)C=1C=C(C=CC1F)C1(CCC1)NC[C@H]1NCCC1 1-(3-cyclopropyl-4-fluorophenyl)-N-{[(2S)-pyrrolidin-2-yl]methyl}cyclobutan-1-amine